Methyl-Silan C[SiH3]